OCCCCNCCCCCCC(=O)OC(COCCCCCC)OCCCCC 2-(Hexyloxy)-1-(pentyloxy)ethyl 7-((4-hydroxybutyl)amino)heptanoate